C(N)(=O)C=1C(=NN(C1)C1(C(CN(CC1)CC=1C(=NC(=CC1)C1=CC=CC=C1)F)F)CC#N)NC(OC)=O methyl N-[4-carbamoyl-1-[4-(cyanomethyl)-3-fluoro-1-[(2-fluoro-6-phenyl-3-pyridyl)methyl]-4-piperidyl]pyrazol-3-yl]carbamate